4-succinimidyloxycarbonyl-alpha-methyl-α-(2-pyridyldithio)toluene C1(CCC(N1OC(=O)C1=CC=C(C(SSC2=NC=CC=C2)C)C=C1)=O)=O